BrC1=CC=C2C(=C(C(=NC2=C1)N1CC2(CN(C2)C(=O)OC(C)(C)C)CC1)C)Cl tert-butyl 6-(7-bromo-4-chloro-3-methylquinolin-2-yl)-2,6-diazaspiro[3.4]octane-2-carboxylate